tert-butyl 4-carbamimidoylpiperidine-1-carboxylate C(N)(=N)C1CCN(CC1)C(=O)OC(C)(C)C